C(#N)C1=C(C=C(C=C1)N1C(N(C(C1=O)(C)C)C1=CC(=C(C=C1)OC(C)=O)CC)=S)C(F)(F)F acetic acid 4-(3-(4-cyano-3-(trifluoromethyl) phenyl)-5,5-dimethyl-4-oxo-2-thioxoimidazol-1-yl)-2-ethylphenyl ester